N-phenyl-β-aminoethyltrimethoxysilane C1(=CC=CC=C1)NCC[Si](OC)(OC)OC